ClCC1=C(C=CC=C1)N1C(N(CC1)C1=C(C=CC=C1)C)=O 1-(2-chloromethylphenyl)-3-(o-tolyl)imidazolin-2-one